N4-(4-methoxyphenyl)-N2-(3-(methylsulfonamido)phenyl)thiophene-2,4-dicarboxamide COC1=CC=C(C=C1)NC(=O)C=1C=C(SC1)C(=O)NC1=CC(=CC=C1)NS(=O)(=O)C